[Cl-].[Cl-].[Cl-].[Cl-].[Zr+4] zirconium tetrachloride salt